1,8-bis(triisocyanatosilyl)-3,6-bis(trifluoromethyl)-3,4,4,5,5,6-hexafluorooctane N(=C=O)[Si](CCC(C(C(C(CC[Si](N=C=O)(N=C=O)N=C=O)(F)C(F)(F)F)(F)F)(F)F)(F)C(F)(F)F)(N=C=O)N=C=O